3-hydroxy-1-methyl-3-(2-(2-methyl-2H-pyrazolo[3,4-b]pyridin-5-yl)thieno[2,3-d]pyrimidin-6-yl)cyclobutanecarbonitrile OC1(CC(C1)(C#N)C)C1=CC2=C(N=C(N=C2)C2=CC=3C(N=C2)=NN(C3)C)S1